C1(CC1)[C@](C)(O)C=1NC(C=2SC(=C3OCCCC1C23)C=2C=NNC2)=O (S)-5-(1-cyclopropyl-1-hydroxyethyl)-1-(1H-pyrazol-4-yl)-4,6,7,8-tetrahydro-3H-9-oxa-2-thia-4-azabenzo[cd]azulen-3-one